trimethyl trimellitate triethyl-trimellitate tripropyl-trimellitate tributyl-trimellitate C(CCC)C=1C(=C(C(=C(C1C(=O)O)C(=O)O)CCCC)C(=O)O)CCCC.C(CC)C=1C(=C(C(=C(C1C(=O)O)C(=O)O)CCC)C(=O)O)CCC.C(C)C=1C(=C(C(=C(C1C(=O)O)C(=O)O)CC)C(=O)O)CC.C(C=1C(C(=O)OC)=CC(C(=O)OC)=CC1)(=O)OC